methylether isostearate C(CCCCCCCCCCCCCCC(C)C)(=O)O.COC